(4-chlorophenyl)-2-(3-methyl-1H-pyrazol-5-yl)-3-oxo-2,3-dihydropyridazine-4-carboxylic acid ClC1=CC=C(C=C1)C1=C(C(N(N=C1)C1=CC(=NN1)C)=O)C(=O)O